5-(tert-butyl)-1-((tetrahydrofuran-3-yl)methyl)-1H-pyrazol-3-amine C(C)(C)(C)C1=CC(=NN1CC1COCC1)N